FC1=C(C=CC(=C1)C#C[Si](C)(C)C)NC=1C=NC=CC1P(C)C (3-((2-fluoro-4-((trimethylsilyl)ethynyl)phenyl)amino)pyridin-4-yl)dimethylphosphine